The molecule is a catecholamine in which C-1 of the aminoethyl side-chain is hydroxy-substituted. It has a role as a human xenobiotic metabolite. C1=CC(=C(C=C1C(CN)O)O)O